1-cyclohexenylboronic acid C1(=CCCCC1)B(O)O